NC(C(=O)O)C(C)O amino-β-hydroxybutyric acid